CC=1C(=NC(=NC1)NC1=CC=C(C=C1)N1CCN(CC1)C)NC1=C(C=CC=C1)NS(=O)(=O)CCC 5-Methyl-N4-[(3-propylsulfonamido)phenyl]-N2-[4-(4-methylpiperazin-1-yl)phenyl]pyrimidine-2,4-diamine